C(CCCCCCCCCCCCCCCCC)(=O)C(O)(C[N+](C)(C)C)C(CCCCCCCCCCCCCCCCC)=O distearoyl-choline